(E)-2-((hydroxyimino)methyl)-1-methyl-4-(o-tolyloxy)pyridine-1-ium iodide [I-].O\N=C\C1=[N+](C=CC(=C1)OC1=C(C=CC=C1)C)C